methyltri-n-butyl-ammonium bromide [Br-].C[N+](CCCC)(CCCC)CCCC